CC=1C(=NC(=NC1)NC1=CC=C(C=C1)OCCN1CCCC1)N1CCC2(CCNC2=O)CC1 8-(5-methyl-2-((4-(2-(pyrrolidin-1-yl)ethoxy)phenyl)amino)pyrimidin-4-yl)-2,8-diazaspiro[4.5]decan-1-one